COC1=CC(=C(C=C1OC)N1C(SCC1=O)=N)COCC(F)(F)F 3-(4,5-dimethoxy-2-((2,2,2-trifluoroethoxy)methyl)phenyl)-2-iminothiazolidin-4-one